2,3-dibromo-5-fluoro-pyridine BrC1=NC=C(C=C1Br)F